4-(6-hydroxy-4-methoxypyridin-2-yl)cyclohexan-1-one OC1=CC(=CC(=N1)C1CCC(CC1)=O)OC